CC=1C2=C(N=NC1C1=C(C=C(C=C1)C(F)(F)F)O)N(C=N2)[C@H]2CN(CCC2)C (R)-2-(4-methyl-7-(1-methylpiperidin-3-yl)-7H-imidazo[4,5-c]pyridazin-3-yl)-5-(trifluoromethyl)phenol